NC=1C(=C(OCCCN2CCN(CC2)C(=O)OC(C)(C)C)C=C(C1)C(N)=O)NC\C=C\CNC1=NC=C(C=C1N)C(N)=O tert-butyl 4-[3-[3-amino-2-[[(E)-4-[(3-amino-5-carbamoyl-2-pyridyl)amino]but-2-enyl]amino]-5-carbamoyl-phenoxy]propyl]piperazine-1-carboxylate